ClC1=CC=C(C=C1)C(C(Cl)(Cl)Cl)C1=CC=C(C=C1)Cl 1,1-bis(4-chlorophenyl)-2,2,2-trichloroethane